1-(bromomethyl)-2-phenylbenzene BrCC1=C(C=CC=C1)C1=CC=CC=C1